OC(COC1=C(C=CC=C1)C(\C=C\C1=CC=C(C=C1)OC)=O)COC1=C(C=CC=C1)C(\C=C\C1=CC=C(C=C1)OC)=O (E)-1-[2-[2-Hydroxy-3-[2-[(E)-3-(4-methoxyphenyl)prop-2-enoyl]phenoxy]propoxy]phenyl]-3-(4-methoxyphenyl)prop-2-en-1-one